O=C1N(C=CC=C1C(=O)OC)C1=NC=CC=C1 methyl 2-oxo-2H-[1,2'-bipyridine]-3-carboxylate